1-(2-(4-(2-amino-3-hydroxypropyl)piperazin-1-yl)-4-methylquinolin-6-yl)-3-(2-(diethylamino)ethyl)thiourea NC(CN1CCN(CC1)C1=NC2=CC=C(C=C2C(=C1)C)NC(=S)NCCN(CC)CC)CO